3-bromo-5-chloro-[1,1'-biphenyl]-2-carbonitrile BrC1=C(C(=CC(=C1)Cl)C1=CC=CC=C1)C#N